4-fluoro-N-((S)-1-oxo-3-phenyl-1-(4-(N-((R)-1,1,1-trifluoropropan-2-yl)sulfamoyl)phenylamino)propan-2-yl)benzamide FC1=CC=C(C(=O)N[C@H](C(NC2=CC=C(C=C2)S(N[C@@H](C(F)(F)F)C)(=O)=O)=O)CC2=CC=CC=C2)C=C1